3-amino-5-((2S)-4-(2,2-difluoroethyl)-1-((5-methoxy-7-methyl-1H-indol-4-yl)methyl)piperazin-2-yl)pyridine-2-carboxylic acid NC=1C(=NC=C(C1)[C@@H]1N(CCN(C1)CC(F)F)CC1=C2C=CNC2=C(C=C1OC)C)C(=O)O